C(#N)C=1C=C(C=NC1)CCCC(=O)[O-] 4-(5-cyanopyridin-3-yl)butanoate